C(CCCCCCCCCCCCC)N1C(=C(C(C2=C(C=C(C=C12)OCC)OCC)=O)OCC)C1=CC=CC=C1 N-tetradecyl-2-phenyl-3,5,7-triethoxyquinolin-4-one